9-(3-bromo-4,5-dimethoxyphenyl)-2,3,8,9-tetrahydro-[1,4]dioxino[2,3-g]quinolin-7(6H)-one BrC=1C=C(C=C(C1OC)OC)C1CC(NC=2C=C3C(=CC12)OCCO3)=O